3-(3-(4-((isothiazol-3-yloxy)methyl)phenoxy)azetidin-1-yl)-2-(1H-pyrrol-1-yl)benzoic acid S1N=C(C=C1)OCC1=CC=C(OC2CN(C2)C=2C(=C(C(=O)O)C=CC2)N2C=CC=C2)C=C1